tert-butyl 2-(3-(2-cyanoacetyl)cyclopentyl)acetate C(#N)CC(=O)C1CC(CC1)CC(=O)OC(C)(C)C